(6bR,10aS)-6b,7,8,9,10,10a-hexahydro-1H-pyrido[3',4':4,5]pyrrolo-[1,2,3-de]quinoxalin-2(3H)-one C1C(NC=2C=CC=C3C2N1[C@@H]1[C@H]3CNCC1)=O